NC=1C(NC(N(N1)C1=CC(=C(C(=C1)Cl)OC1=NNC(C(=C1)C1(CCCC1)F)=O)Cl)=O)=O 6-amino-2-(3,5-dichloro-4-[[5-(1-fluorocyclopentyl)-6-oxo-1H-pyridazin-3-yl]oxy]phenyl)-4H-1,2,4-triazine-3,5-dione